ClC1=CC=C(C=C1)NC1=NN=C(C2=CC=CC=C12)C1=C2C=CN=CC2=CC=C1 (4-Chlorophenyl)-(4-isoquinolin-5-yl-phthalazin-1-yl)amine